4-(1-pentene-3-yl)pyridine C=CC(CC)C1=CC=NC=C1